N-(2-(5-(5-(2-cyclopentylethyl)-1,2,4-oxadiazol-3-yl)-1H-benzo[d]imidazol-1-yl)ethyl)-2-methylbenzamide C1(CCCC1)CCC1=NC(=NO1)C1=CC2=C(N(C=N2)CCNC(C2=C(C=CC=C2)C)=O)C=C1